C1(CC1)OC=1C=C2C=C(C=NC2=C(C1)N1CCC2(CC2)CC1)C(=O)OC methyl 6-cyclopropoxy-8-(6-azaspiro[2.5]octan-6-yl)quinoline-3-carboxylate